7H-benzo[b]benzo[5,6]fluorene C1=CC=CC=2C=CC3=C4CC5=C(C=C4C=C3C21)C=CC=C5